3-(2-chloropyrimidine-4-yl)-1-cyclopropyl-1H-indole ClC1=NC=CC(=N1)C1=CN(C2=CC=CC=C12)C1CC1